3-(3-((4-chloro-3-fluorobenzyl)oxy)-4-((2,2,2-trifluoroethyl)sulfonamido)phenyl)-5-(pyrazin-2-ylamino)-1H-pyrazole-4-carboxamide ClC1=C(C=C(COC=2C=C(C=CC2NS(=O)(=O)CC(F)(F)F)C2=NNC(=C2C(=O)N)NC2=NC=CN=C2)C=C1)F